CN1C2=C(OC[C@@H](C1=O)NC(=O)C=1C=C3C(=CNC3=CC1)C1=CC(=CC=C1)C(F)(F)F)C=CC=C2 (S)-N-(5-methyl-4-oxo-2,3,4,5-tetrahydrobenzo[b][1,4]oxazepin-3-yl)-3-(3-(trifluoromethyl)phenyl)-1H-indole-5-carboxamide